CC1=C(C=CC(=C1)N1CCNCC1)NC1=NC=C(C(=N1)NCCCN1CCOCCC1=O)C(F)(F)F 4-(3-((2-((2-methyl-4-(piperazin-1-yl)phenyl)amino)-5-(trifluoromethyl)pyrimidin-4-yl)amino)propyl)-1,4-oxazepan-5-one